IC1=C2C(=CN=C1NC1C[C@H]3CCC(C1)N3C)SC(=C2)C#N 4-iodo-5-[[(1R)-8-methyl-8-azabicyclo[3.2.1]octan-3-yl]amino]thieno[2,3-c]pyridine-2-carbonitrile